N-(3-fluoro-2-methoxyphenyl)-4-[({3-[(oxetan-2-yl)methoxy]pyridin-4-yl}methyl)amino]-2-oxo-1,2,5,6-tetrahydropyridine-3-carbothioamide FC=1C(=C(C=CC1)NC(=S)C=1C(NCCC1NCC1=C(C=NC=C1)OCC1OCC1)=O)OC